CN1N=CC(=C1)N(S(=O)(=O)NC(=O)NC1=C(SC(=C1)C)C(C)C)[C@@H]1CN(CC1)C 1-[(1-Methyl-1H-pyrazol-4-yl)[(3S)-1-methylpyrrolidin-3-yl]sulfamoyl]-3-[5-methyl-2-(propan-2-yl)thiophen-3-yl]urea